C(C)N1CCN(CC1)C(=O)C1=CC=C(C=C1)C1=CC(=C(C=C1)C)OCC1=CC(=CC2=C1C=C(O2)C=2N=C1SC(=NN1C2)C)OC (4-ethylpiperazin-1-yl)(3'-((6-methoxy-2-(2-methylimidazo[2,1-b][1,3,4]thiadiazol-6-yl)benzofuran-4-yl)methoxy)-4'-methyl-[1,1'-biphenyl]-4-yl)methanone